C12CN(CC(N1)C2)C(=O)OC(C)(C)C t-butyl 3,6-diazabicyclo[3.1.1]heptane-3-carboxylate